[1,8]Naphthyridine-5,7(6H,8H)-dione N1=CC=CC=2C(CC(NC12)=O)=O